C1(CC1)C1=NC=C(C(=N1)OC1=CC=CC=C1)C(=O)N1C/C(/CC1)=C/S(=O)(=O)C (E)-(2-cyclopropyl-4-phenoxypyrimidin-5-yl)(3-((methylsulfonyl)methylene)pyrrolidin-1-yl)methanone